FC1=CC=C(C=C1)C=1C(NC(C1N(C1=CC=CC=C1)C)=O)=O 3-(4-fluorophenyl)-4-(methyl(phenyl)amino)-1H-pyrrole-2,5-dione